but-3-yn-2-one CC(C#C)=O